(R)-4-(2-(1-(4-chloro-N-(2,5-difluorophenyl)phenylsulfonamido)ethyl)-5-fluorophenyl)butanoic acid ClC1=CC=C(C=C1)S(=O)(=O)N(C1=C(C=CC(=C1)F)F)[C@H](C)C1=C(C=C(C=C1)F)CCCC(=O)O